(2R)-2-(6-{5-chloro-2-[(2-methyl-2H-1,2,3-triazol-4-yl)amino]pyridin-4-yl}-1-oxo-2,3-dihydro-1H-isoindol-2-yl)-N-[(1S)-1-(3-fluoro-5-methoxyphenyl)-2-hydroxyethyl]propionamide ClC=1C(=CC(=NC1)NC1=NN(N=C1)C)C1=CC=C2CN(C(C2=C1)=O)[C@@H](C(=O)N[C@H](CO)C1=CC(=CC(=C1)OC)F)C